2-(3-Nitrophenyl)-2,5-dihydrofuran [N+](=O)([O-])C=1C=C(C=CC1)C1OCC=C1